6-(4-aminopiperidin-1-yl)-2-(methylsulfonyl)-N-(3,4,5-trifluorophenyl)pyrimid-4-amine NC1CCN(CC1)C1=CC(=NC(=N1)S(=O)(=O)C)NC1=CC(=C(C(=C1)F)F)F